S(=O)(=O)(ON1[C@@H]2CC[C@H](N(C1=O)C2)C(CO)(F)F)[O-].[Na+] Sodium (2S,5R)-2-(1,1-difluoro-2-hydroxyethyl)-7-oxo-1,6-diazabicyclo[3.2.1]octan-6-yl sulfate